CCCCCC/C=C\CCCCCCCCCCCCCCCC(COC[C@H](COP(=O)(O)OC[C@@H](C(=O)O)N)O)OC 1-(2-methoxy-18Z-pentacosenyl)-sn-glycero-3-phosphoserine